C(\C=C\C1=CC(OC)=C(O)C=C1)(=O)OCCCCCCCCCCCCCCCC n-hexadecyl ferulate